2-{3-[(5-methanesulfonylpyridin-2-yl)amino]prop-1-yn-1-yl}-N-(1-methylpiperidin-4-yl)-1-(2,2,2-trifluoroethyl)-1H-indol-4-amine CS(=O)(=O)C=1C=CC(=NC1)NCC#CC=1N(C=2C=CC=C(C2C1)NC1CCN(CC1)C)CC(F)(F)F